CN1C=2N(CCC(C1=O)NC(=O)C1=NNC=3CC[C@@H](CC13)C(F)(F)F)C=CN2 (5S)-N-(9-methyl-8-oxo-6,7,8,9-tetrahydro-5H-imidazo[1,2-a][1,3]diazepin-7-yl)-5-(trifluoromethyl)-4,5,6,7-tetrahydro-1H-indazole-3-carboxamide